C(C)(C)(C)OC(=O)N(CCN(C(OC(C)(C)C)=O)C)CCOC1=CC=C2C(=CC=NC2=C1)NC1=CN=NC(=C1)C1=C(C=CC(=C1)Cl)F Tert-Butyl N-(2-{[(Tert-Butoxy)Carbonyl]({2-[(4-{[6-(5-Chloro-2-Fluorophenyl)Pyridazin-4-Yl]Amino}Quinolin-7-Yl)Oxy]Ethyl})Amino}Ethyl)-N-Methylcarbamate